FC1(CN(CC1)C1=NC=CC(=C1NC(=O)C1CC2=CC=CC=C2C1)C1=C(C=CC=C1)F)F N-[2-(3,3-difluoropyrrolidin-1-yl)-4-(2-fluoro-phenyl)-3-pyridyl]indane-2-carboxamide